(6S,8R)-6-(5-bromopyridin-2-yl)-7-(2,2-difluoro-3-methoxypropyl)-8-methyl-3-(tetrahydro-2H-pyran-2-yl)-6,7,8,9-tetrahydro-3H-pyrazolo[4,3-f]isoquinoline BrC=1C=CC(=NC1)[C@H]1N([C@@H](CC2=C3C(=CC=C12)N(N=C3)C3OCCCC3)C)CC(COC)(F)F